(R)-1'-(7-((2-amino-3-chloropyridin-4-yl)thio)-1H-indol-4-yl)-3H-spiro[benzofuran-2,4'-piperidin]-3-amine NC1=NC=CC(=C1Cl)SC=1C=CC(=C2C=CNC12)N1CCC2(CC1)OC1=C([C@H]2N)C=CC=C1